N1,N1-diethyl-N2-((1-((2-methoxynaphthalen-1-yl)methyl)naphthalen-2-yl)methyl)ethane-1,2-diamine C(C)N(CCNCC1=C(C2=CC=CC=C2C=C1)CC1=C(C=CC2=CC=CC=C12)OC)CC